(1S,3S)-3-((6-(5-(((4-((2-cyclopropylethyl)amino)pyrimidin-2-yl)amino)methyl)-1-methyl-1H-1,2,3-triazol-4-yl)-2-methylpyridin-3-yl)oxy)cyclohexane-1-carboxylic acid C1(CC1)CCNC1=NC(=NC=C1)NCC1=C(N=NN1C)C1=CC=C(C(=N1)C)O[C@@H]1C[C@H](CCC1)C(=O)O